CCC[C@H](CCCCCCCC1=C(C(=CC(=C1)O)O)C(=O)O[C@H](CCC)CCCCCCCC2=CC(=CC(=C2)O)O)O The molecule is a benzoate ester obtained by the formal condensation of the hydroxy group of 5-(8-hydroxyundecyl)benzene-1,3-diol with 4,6-dihydroxy benzoic acid which is also substituted by a 8-hydroxyundecyl group at position 2. It is isolated from Cytonaema sp. and has anti-HIV-1 activity. It has a role as a metabolite and a HIV-1 integrase inhibitor. It is a member of resorcinols, a benzoate ester and a secondary alcohol.